ClC1=C2C(=C(NC2=CC=C1F)C(=O)N1C[C@H]2COCCN2CC1)F (S)-8-(4-chloro-3,5-difluoro-1H-indole-2-carbonyl)hexahydropyrazino[2,1-c][1,4]oxazin